carbamic acid 1,1-dimethylethyl ester CC(C)(C)OC(N)=O